C(CC)C(C(=O)OOCCCCCCC(C)C)CCCCC isononyl 2-propylheptanoyl peroxide